COC(CNC(C1=CC(=CC=C1)NC=1SC(=C(N1)C1=CC=CC=C1)C)=O)=O (3-((5-methyl-4-phenylthiazol-2-yl)amino)benzoyl)glycine methyl ester